C(=O)O.CN([C@@]1(CN(CCC1)C1=CC(=C(C(=C1)F)S(=O)(=O)NC1=NC=NC=C1)F)C[C@@H]1CCC2=CC=C(C=C12)C(F)(F)F)C 4-((R)-3-(Dimethylamino)-3-(((S)-6-(trifluoromethyl)-2,3-dihydro-1H-inden-1-yl)methyl)piperidin-1-yl)-2,6-difluoro-N-(pyrimidin-4-yl)benzenesulfonamide formate